(R)-2-(2,4-difluorophenyl)-4-(3-(methylamino)azepan-1-yl)phthalazin-1(2H)-one-hydrochloride Cl.FC1=C(C=CC(=C1)F)N1C(C2=CC=CC=C2C(=N1)N1C[C@@H](CCCC1)NC)=O